BrC(C)C1=CC=C(C=C1)F 1-(1-Bromoethyl)-4-fluorobenzene